tert-butyl (2S,5S)-4-((4-fluorophenyl)(5-(trifluoromethyl) pyridin-2-yl)methyl)-5-(hydroxymethyl)-2-methylpiperazine-1-carboxylate FC1=CC=C(C=C1)C(N1C[C@@H](N(C[C@H]1CO)C(=O)OC(C)(C)C)C)C1=NC=C(C=C1)C(F)(F)F